N-(4-bromo-2,5-difluorophenyl)-5-iodo-1H-pyrrole-3-sulfonamide BrC1=CC(=C(C=C1F)NS(=O)(=O)C1=CNC(=C1)I)F